O=C1C=C(N=C2N1C=CC=C2)C(=O)NCC=2N=C1N(C=C(C=C1)CN[C@H](C)C1=CC=CC=C1)C2 4-oxo-N-{[6-({[(1R)-1-phenylethyl]amino}methyl)imidazo[1,2-a]pyridin-2-yl]methyl}-4H-pyrido[1,2-a]pyrimidine-2-carboxamide